1-(7-(5-fluoroindoline-1-carbonyl)naphthalen-2-yl)dihydropyrimidine-2,4(1H,3H)-dione FC=1C=C2CCN(C2=CC1)C(=O)C1=CC=C2C=CC(=CC2=C1)N1C(NC(CC1)=O)=O